4-(4-(azetidin-1-ylmethyl)-3-chlorophenyl)-1H-1,2,3-triazol N1(CCC1)CC1=C(C=C(C=C1)C=1N=NNC1)Cl